O[C@H](C(=O)N[C@@H](CC1=CC=CC=C1)C(=O)O)C ((S)-2-hydroxypropionyl)-L-phenylalanine